C(CCCCCCCC(=O)OCCCCCCCCCC)(=O)OCC(COC(CCC(OCCCCCCCC)OCCCCCCCC)=O)COC(=O)OCC1CN(CCC1)CC 1-(3-((4,4-bis(octyloxy)butanoyl)oxy)-2-(((((1-ethylpiperidin-3-yl)methoxy)carbonyl)oxy)methyl)propyl) 9-decyl nonanedioate